2-Chloro-1-(4,5-dibromothiophen-2-yl)-ethanone ClCC(=O)C=1SC(=C(C1)Br)Br